CCCCCCCCCC(O)O DECANEDIOL